tert-butyl 1,2,3-oxathiazinane-3-carboxylate 2,2-dioxide O1S(N(CCC1)C(=O)OC(C)(C)C)(=O)=O